Octandiol dimethacrylat C(C(=C)C)(=O)OC(CCCCCCC)OC(C(=C)C)=O